C(C1=CC=CC=C1)O[C@H]1[C@H]([C@@H](O[C@]1(CO[Si](C(C)C)(C(C)C)C(C)C)COCC1=CC=CC=C1)N1C(NC(C(=C1)C)=O)=O)O 1-[(2R,3R,4S,5S)-4-benzyloxy-5-(benzyloxymethyl)-3-hydroxy-5-(triisopropylsilyloxy-methyl)tetrahydrofuran-2-yl]-5-methyl-pyrimidine-2,4-dione